FC(OC=1C=C(C=C(C1)OC)C(C(=O)OCC)C)F Ethyl 2-[3-(difluoromethoxy)-5-methoxyphenyl]propanoate